COC1=CC=C(C=C1)CN1C(N(CCC1=O)C1=NN(C2=CC(=CC=C12)N1CCC(CC1)CC1CCN(CC1)C(=O)OC(C)(C)C)C)=O tert-butyl 4-[[1-[3-[3-[(4-methoxyphenyl)methyl]-2,4-dioxo-hexahydropyrimidin-1-yl]-1-methyl-indazol-6-yl]-4-piperidyl]methyl]piperidine-1-carboxylate